6'-Cyclopropyl-N4-{[1-(methoxymethyl)cyclohexyl]methyl}-N4-methyl-5'-(trifluoromethyl)[2,3'-bipyridine]-4,5,6-triamine C1(CC1)C1=C(C=C(C=N1)C1=NC(=C(C(=C1)N(C)CC1(CCCCC1)COC)N)N)C(F)(F)F